1-Ethyl 5-chloro-7-{[(4-methoxyphenyl)methyl](methyl)amino}pyrazolo[1,5-a]pyrimidine-3-carboxylate ClC1=NC=2N(C(=C1)N(C)CC1=CC=C(C=C1)OC)N=CC2C(=O)OCC